P(=O)(O)(O)O.C(=C)C1=CCN(C=C1)CC(=O)C 4-vinyl-1-acetonyl-pyridine phosphate